2-(4-(1-(4-chloro-3-fluorophenyl)-3,3-dimethyl-2,3-dihydro-1H-pyrrolo[3,2-b]pyridine-5-carbonyl)-3,3-dimethylpiperazin-1-yl)isonicotinic acid methyl ester COC(C1=CC(=NC=C1)N1CC(N(CC1)C(=O)C1=CC=C2C(=N1)C(CN2C2=CC(=C(C=C2)Cl)F)(C)C)(C)C)=O